ClC=1C(=CC(=C(N)C1)F)OCC1=NC=CC=C1 5-chloro-2-fluoro-4-(pyridin-2-ylmethoxy)aniline